1-[4-(pyrimidin-2-yl)phenyl]-3-[2-oxa-6-azaspiro[3.3]hept-6-yl]pyrazin-2(1H)-one N1=C(N=CC=C1)C1=CC=C(C=C1)N1C(C(=NC=C1)N1CC2(COC2)C1)=O